ClC=1C=C(C=NC1N1N=CC=N1)NC(=O)N1CC(C2=C1C=NC=1N2N=C(C1F)F)(C(F)(F)F)C N-(5-chloro-6-(2H-1,2,3-triazol-2-yl)pyridin-3-yl)-2,3-difluoro-8-methyl-8-(trifluoromethyl)-7,8-dihydro-6H-pyrazolo[1,5-a]pyrrolo[2,3-e]pyrimidine-6-carboxamide